racemic-tert-butyl 3-{[7-(ethylcarbamoyl)-5-{[2-(tri-methylsilyl)eth-oxy]methyl}-5H-pyrrolo[2,3-b]pyrazin-2-yl](methyl)amino}pyrrolidine-1-carboxylate C(C)NC(=O)C1=CN(C2=NC=C(N=C21)N([C@H]2CN(CC2)C(=O)OC(C)(C)C)C)COCC[Si](C)(C)C |r|